4-(3-((S)-3-(4-Acetylpiperazin-1-yl)pyrrolidin-1-yl)-5-fluoro-7,9-dihydrofuro[3,4-f]quinazolin-6-yl)-2-amino-7-fluorothieno[3,2-c]pyridine-3-carbonitrile C(C)(=O)N1CCN(CC1)[C@@H]1CN(CC1)C1=NC=2C(=C(C3=C(C2C=N1)COC3)C3=NC=C(C1=C3C(=C(S1)N)C#N)F)F